1-(5-fluoro-1-tosyl-1H-indol-2-yl)-2-methylpropan-1-ol FC=1C=C2C=C(N(C2=CC1)S(=O)(=O)C1=CC=C(C)C=C1)C(C(C)C)O